Cl.CC(C)NC1CN(CC1)C=1N=NC(=CN1)C1=C(C=C(C=C1)C=1C=NNC1)O 2-(3-{3-[(propan-2-yl)amino]pyrrolidin-1-yl}-1,2,4-triazin-6-yl)-5-(1H-pyrazol-4-yl)phenol hydrochloride